Cl.NC\C=C(\CN1C(=C(C2=CC(=CC=C12)C(=O)OC)CC1=CC=C(C=C1)S(N(C)C)(=O)=O)C)/F (Z)-methyl 1-(4-amino-2-fluorobut-2-en-1-yl)-3-(4-(N,N-dimethylsulfamoyl) benzyl)-2-methyl-1H-indole-5-carboxylate hydrochloride